C(CCCCC(C)C)OC(C1=CC(=C(C(=C1)C)O)C(C)(C)C)=O 3-(1,1-dimethylethyl)-4-hydroxy-5-methylbenzoic acid isooctyl ester